C(C1=CC=CC=C1)OC(NC1(CCN(CC1)C(C)=O)C)=O (1-acetyl-4-methylpiperidin-4-yl)carbamic acid benzyl ester